ClC1=NC(=NC(=N1)Cl)N1[C@H](COCC1)C (S)-4-(4,6-dichloro-1,3,5-triazin-2-yl)-3-methylmorpholine